8-methoxy-2-(6-methylpyridin-3-yl)chroman COC=1C=CC=C2CCC(OC12)C=1C=NC(=CC1)C